O=[As]C1=CC=C(C=C1)NC(=O)NC=1C=NC=CC1 1-(4-(oxoarsanyl)phenyl)-3-(pyridin-3-yl)urea